6-methoxy-3,3-dimethyl-2,3-dihydrofuro[3,2-b]pyridine COC=1C=C2C(=NC1)C(CO2)(C)C